O=C1NC(CCC1N1C(C2=CC=CC(=C2C1)C#CCCCCN1CCN(CC1)C1CCNCC1)=O)=O 4-(4-(6-(2-(2,6-dioxopiperidin-3-yl)-1-oxoisoindolin-4-yl)hexan-5-yn-1-yl)piperazin-1-yl)piperidine